(1R,2S)-2-({2-[(cyclopentyloxy)methyl]-3'-cyclopropoxy-2'-fluoro-5'-methoxy-[1,1'-biphenyl]-4-yl}carbamoyl)cyclohexane-1-carboxylic acid C1(CCCC1)OCC1=C(C=CC(=C1)NC(=O)[C@@H]1[C@@H](CCCC1)C(=O)O)C1=C(C(=CC(=C1)OC)OC1CC1)F